C(C)S(=O)(=O)C1=C(N=C2N1C=CC(=C2)C(F)(F)F)C2=NC=1C(=NC=C(C1)S(=O)C(F)(F)F)N2C 2-[3-ethylsulfonyl-7-(trifluoromethyl)imidazo[1,2-a]pyridin-2-yl]-3-methyl-6-(trifluoromethylsulfinyl)imidazo-[4,5-b]pyridine